1-(3-Chloro-4-fluorophenylcarbamoyl)-2-methyl-2,4,5,6-tetrahydrocyclopenta[c]pyrrol-4-ylcarbamic acid methyl ester COC(NC1CCC2=C(N(C=C21)C)C(NC2=CC(=C(C=C2)F)Cl)=O)=O